1-(2-tert-butoxycarbonylamino-3-phenylpropyl)-piperidine C(C)(C)(C)OC(=O)NC(CN1CCCCC1)CC1=CC=CC=C1